3-(trifluoromethyl)azetidine-3-carboxylic acid, Hydrochloride Cl.FC(C1(CNC1)C(=O)O)(F)F